1-(3-fluoropyridin-2-yl)-N-(3-methoxy-2-nitrophenyl)piperidin-4-amine FC=1C(=NC=CC1)N1CCC(CC1)NC1=C(C(=CC=C1)OC)[N+](=O)[O-]